C(#N)/C(/C(=O)NC1=CC=C(C=C1)S(=O)(=O)N(C)CCOC)=C(\C=1C=NOC1C)/O (Z)-2-cyano-3-hydroxy-N-(4-(N-(2-methoxyethyl)-N-methylaminosulfonyl)phenyl)-3-(5-methylisoxazol-4-yl)acrylamide